dimethyldioctadecylammonium chloride tert-butyl-N-[2-[[6-benzyloxy-8-fluoro-7-(1,1,4-trioxo-1,2,5-thiadiazolidin-2-yl)-2-naphthyl]oxy]ethyl]-N-methyl-carbamate C(C)(C)(C)OC(N(C)CCOC1=CC2=C(C(=C(C=C2C=C1)OCC1=CC=CC=C1)N1S(NC(C1)=O)(=O)=O)F)=O.[Cl-].C[N+](CCCCCCCCCCCCCCCCCC)(CCCCCCCCCCCCCCCCCC)C